(S)-1-((2S,4R)-2-(benzo[d]thiazol-2-yl)-4-hydroxypyrrolidin-1-yl)-2-cyclohexyl-2-(4-cyclopropyl-1H-1,2,3-triazol-1-yl)ethan-1-one S1C(=NC2=C1C=CC=C2)[C@H]2N(C[C@@H](C2)O)C([C@@H](N2N=NC(=C2)C2CC2)C2CCCCC2)=O